1-((1R,2R)-2-(dimethylamino)cyclohexyl)-3-phenylthiourea CN([C@H]1[C@@H](CCCC1)NC(=S)NC1=CC=CC=C1)C